CC1=CC=C(C(=N1)C(=O)N1[C@@H]2[C@@H](C[C@H](C1)C2)OC2=NC=C(C=N2)C)N2N=CC=N2 (6-methyl-3-(2H-1,2,3-triazol-2-yl)pyridin-2-yl)((1S,4R,6R)-6-((5-methylpyrimidin-2-yl)oxy)-2-azabicyclo[2.2.1]heptan-2-yl)methanone